N-(3-cyano-4-fluoro-phenyl)-1,3,5-trimethyl-4-[2-oxo-2-[[(3S)-3-ethynyl-1,1-dioxo-thiolan-3-yl]amino]acetyl]pyrrole-2-carboxamide C(#N)C=1C=C(C=CC1F)NC(=O)C=1N(C(=C(C1C)C(C(N[C@]1(CS(CC1)(=O)=O)C#C)=O)=O)C)C